N1(CCCC1)C(=O)C1=CC(=C(C=C1)C1=CN=C(S1)[C@@H]1CC[C@H](CC1)NC(OC(C)C)=O)S(NCC)(=O)=O isopropyl trans-N-[4-[5-[4-pyrrolidin-1-ylcarbonyl-2-(ethylsulfamoyl)phenyl] thiazol-2-yl]cyclohexyl]carbamate